CC(C)(C1=NC=CC=C1)NC(=O)[C@@H]1CN(CC[C@H]1NC(=O)C1=NOC(=C1)C1=C(C=C(C=C1)F)F)C1CCCCC1 |o1:12,17| (3R*,4R*)-1-Cyclohexyl-4-{[5-(2,4-difluoro-phenyl)-isoxazole-3-carbonyl]-amino}-piperidine-3-carboxylic acid (1-methyl-1-pyridin-2-yl-ethyl)-amide